2,4-dichloro-7-methoxy-3-methyl-1,5-naphthyridine ClC1=NC2=CC(=CN=C2C(=C1C)Cl)OC